CC=1C(N(C(C1)=O)C1=C(C=C(C2=CC=CC=C12)C)C)=O 3-methyl-1-(2,4-dimethylnaphthalen-1-yl)-1H-pyrrole-2,5-dione